NC1=C(C2=C(S1)C(=CC=C2C2=C(C=C1C(=NC(=NC1=C2F)OCC2(CC2)CN(C)C)N2CCC(CCC2)C(=O)O)Cl)F)C#N 1-(7-(2-amino-3-cyano-7-fluorobenzo[b]thiophen-4-yl)-6-chloro-2-((1-((dimethylamino)methyl)cyclopropyl)methoxy)-8-fluoroquinazolin-4-yl)azepane-4-carboxylic acid